allyl propyl disulphide C(CC)SSCC=C